methylene-bromobenzene C=C1C(C=CC=C1)Br